(2S)-5,5-dimethyl-2-{[(1S)-1-(1-methyl-1H-indol-4-yl)ethyl]amino}hexanoic acid CC(CC[C@@H](C(=O)O)N[C@@H](C)C1=C2C=CN(C2=CC=C1)C)(C)C